C(C)(C)(C)OC(=O)N1C(CC1)C1=CC=C(C=C1)N1N=C(C=C1C)C(F)(F)F [4-[3-(trifluoromethyl)-5-methyl-pyrazol-1-yl]phenyl]azetidine-1-carboxylic acid tert-butyl ester